2-(methacryloyloxy)-N,N,N-trimethylethylammonium C(C(=C)C)(=O)OCC[N+](C)(C)C